Sodium 2,3-bis((5-(benzyloxy)pentanoyl)oxy)propyl ((R)-2,3-bis(tetradecanoyloxy) propyl) phosphate P(=O)(OCC(COC(CCCCOCC1=CC=CC=C1)=O)OC(CCCCOCC1=CC=CC=C1)=O)(OC[C@@H](COC(CCCCCCCCCCCCC)=O)OC(CCCCCCCCCCCCC)=O)[O-].[Na+]